OCCCC(=O)[O-] 4-hydroxybutanoate